6,8-dimethyl-7-nitro-4H-1,4-benzoxazin-3-one CC=1C(=C(C2=C(NC(CO2)=O)C1)C)[N+](=O)[O-]